(R)-2-(((1-(4-fluoro-3-(trifluoromethyl)phenyl)cyclopropyl)amino)methyl)pyrrolidine-1-carboxylic acid tert-butyl ester C(C)(C)(C)OC(=O)N1[C@H](CCC1)CNC1(CC1)C1=CC(=C(C=C1)F)C(F)(F)F